C(C)(C)OC1(CCNCC1)C(=O)N 4-isopropoxy-piperidine-4-carboxamide